ClC1=CC=C(CN2C(=NC=3N(C(N(C(C23)=O)CCCO)=O)CC)OC2=CC=C(C=C2)C)C=C1 7-(4-chlorobenzyl)-3-ethyl-1-(3-hydroxypropyl)-8-(p-tolyloxy)-1H-purine-2,6(3H,7H)-dione